CN1C2=C(OC[C@@H](C1=O)NC(C(=O)NCCC1=CC=CC=C1)=O)C=CC(=C2)C#CC2=CSC=C2 (S)-N1-(5-methyl-4-oxo-7-(thiophen-3-ylethynyl)-2,3,4,5-tetrahydrobenzo[b][1,4]oxazepin-3-yl)-N2-phenethyloxalamide